ClC1=C(C=C(C=C1)N1C(C=CC=2CNCCC12)=O)C(F)(F)F N-(4-Chloro-3-(trifluoromethyl)phenyl)-2-oxo-1,5,7,8-tetrahydro-1,6-naphthyridine